2-chloro-6-ethyl-4-methyl-3-(1-methyl-1H-pyrazol-3-yl)-8-(1-methyl-1H-pyrazol-5-yl)quinoline ClC1=NC2=C(C=C(C=C2C(=C1C1=NN(C=C1)C)C)CC)C1=CC=NN1C